BrC1=C2C=CC(=NC2=C(C(=C1)Br)O)C 5,7-dibromo-2-methyl-8-hydroxyquinoline